3-methyl-N-{[3-(methylsulfanyl)-1,2,4-triazin-6-yl]methyl}butanamide CC(CC(=O)NCC1=CN=C(N=N1)SC)C